C(C)(=O)N1[C@@H](C[C@H](C1)O)C(=O)O acetyl-trans-4-hydroxyproline